aminoguanidinium acetate C(C)(=O)[O-].NNC(=[NH2+])N